C(#N)C=1C=CC(=C2C=CC=NC12)N1CC2(CC2(C1)C(F)(F)F)C(=O)OCCN(CC)CC 2-(Diethylamino)ethyl 3-(8-cyanoquinolin-5-yl)-5-(trifluoromethyl)-3-azabicyclo[3.1.0]hexane-1-carboxylate